CC1=C(C(=CC=C1)C)NC1=NN(C2=NC(=NC=C21)NC2=CC=C1CCN(CC1=C2)C=2C=CC1=C(N=NN(C1=O)C1C(NC(CC1)=O)=O)C2)C 3-(7-(7-((3-((2,6-dimethylphenyl)amino)-1-methyl-1H-pyrazolo[3,4-d]pyrimidin-6-yl)amino)-3,4-dihydroisoquinolin-2(1H)-yl)-4-oxobenzo[d][1,2,3]triazin-3(4H)-yl)piperidine-2,6-dione